CN(C=1C=C(C=C(C1)N(C)C)C#C)C 3,5-bis(dimethylamino)phenylacetylene